(S)-N-Bocpyrrolidine-2-boronic acid C(=O)(OC(C)(C)C)N1[C@H](CCC1)B(O)O